3-(3-((1H-1,2,4-Triazol-1-yl)methyl)-4-chloro-1',2'-dihydrospiro[cyclopentane-1,3'-pyrrolo[2,3-b]pyridin]-5'-yl)-6-amino-2-fluoro-N,N-dimethylbenzamide N1(N=CN=C1)CC1CC2(CNC3=NC=C(C=C32)C=3C(=C(C(=O)N(C)C)C(=CC3)N)F)CC1Cl